ethyl 3-((6-bromoisoquinolin-3-yl)amino)cyclobutane-1-carboxylate BrC=1C=C2C=C(N=CC2=CC1)NC1CC(C1)C(=O)OCC